C(=O)(O)C1(C=O)CC=CO1 2-carboxyfurfural